The molecule is a hydroxy fatty acid anion that is the conjugate base of omega-hydroxydotriacontanoic acid, obtained by deprotonation of the carboxy group. It is an omega-hydroxy fatty acid anion, an ultra-long-chain fatty acid anion and an omega-hydroxy-ultra-long-chain fatty acid anion. It is a conjugate base of an omega-hydroxydotriacontanoic acid. C(CCCCCCCCCCCCCCCC(=O)[O-])CCCCCCCCCCCCCCCO